CC(C#N)(C)C1=C2C(=NC(=C1)N1[C@@H](COCC1)C)C(=NN2)C2=CC=NN2C2OCCCC2 2-Methyl-2-(5-((R)-3-methylmorpholino)-3-(1-(tetrahydro-2H-pyran-2-yl)-1H-pyrazol-5-yl)-1H-pyrazolo[4,3-b]pyridin-7-yl)propionitrile